(R)-2-((6-((3R,4R)-4-amino-3-fluoropiperidin-1-yl)-3,5-dicyano-4-ethylpyridin-2-yl)thio)-2-phenylacetamide, Trifluoroacetic acid salt FC(C(=O)O)(F)F.N[C@H]1[C@@H](CN(CC1)C1=C(C(=C(C(=N1)S[C@@H](C(=O)N)C1=CC=CC=C1)C#N)CC)C#N)F